3-(4-((2-ethyl-1H-imidazol-1-yl)methyl)-3-fluorophenyl)-5-isobutyl-N-(pyrimidin-2-yl)thiophene-2-sulfonamide C(C)C=1N(C=CN1)CC1=C(C=C(C=C1)C1=C(SC(=C1)CC(C)C)S(=O)(=O)NC1=NC=CC=N1)F